NC(CC(=O)O)C(NC(CC=1NC2=CC=CC=C2C1)C)=O 3-amino-3-{[1-(1H-indol-2-yl)propan-2-yl]carbamoyl}propionic acid